(3,4-Dichlorophenyl)[5-(hydroxymethyl)-2,5,6,9,10,12-hexahydropyrazolo[3,4-c]pyrido-[4',3':3,4]pyrazolo[1,5-a]azepin-11(4H)-yl]methanone ClC=1C=C(C=CC1Cl)C(=O)N1CC=2C(=NN3C2C=2C(CC(C3)CO)=CNN2)CC1